3-Amino-8-(3-(prop-1-yn-1-yl)phenyl)-N-propylimidazo[1,2-a]pyridine-2-carboxamide NC1=C(N=C2N1C=CC=C2C2=CC(=CC=C2)C#CC)C(=O)NCCC